manganous ethylene-bis-dithiocarbamate C(CNC([S-])=S)NC([S-])=S.[Mn+2]